N-(2-((2-(2,6-dioxopiperidin-3-yl)-1,3-dioxoisoindolin-4-yl)amino)ethyl)-4-oxobutanamide O=C1NC(CCC1N1C(C2=CC=CC(=C2C1=O)NCCNC(CCC=O)=O)=O)=O